NC1=C(C=C(C=N1)C1=CC=C(C(=O)NC2CC2)C=C1)C1=CC(=C(C(=C1)OC)OC)OC 4-[6-amino-5-(3,4,5-trimethoxyphenyl)-3-pyridyl]-N-cyclopropyl-benzamide